C(C)C1CN(CCN1)C1=NC=C(C(=N1)NC=1C=C2C=NNC2=CC1)C N-(2-(3-ethylpiperazin-1-yl)-5-methylpyrimidin-4-yl)-1H-indazol-5-amine